NP([O-])([O-])[O-] aminophosphite